3-((5-chloro-4-((R)-8-fluoro-2-(2-hydroxypropan-2-yl)-3-methyl-3,4-dihydro-5-oxa-1,2a-diazaacenaphthylen-6-yl)pyrimidin-2-yl)amino)-6,8-dioxabicyclo[3.2.1]octan-4-ol ClC=1C(=NC(=NC1)NC1CC2COC(C1O)O2)C2=C1OC[C@H](N3C(=NC(C(=C2)F)=C31)C(C)(C)O)C